Methyl 3-(tert-butylcarbamoyl)benzoate C(C)(C)(C)NC(=O)C=1C=C(C(=O)OC)C=CC1